8-(2-(3-methyl-1,2,4-oxadiazol-5-yl)-2-azabicyclo[2.2.2]oct-5-yl)-1-oxa-3,8-diazaspiro[4.5]decan-2-one CC1=NOC(=N1)N1C2CC(C(C1)CC2)N2CCC1(CNC(O1)=O)CC2